1-(3-(aminomethyl)phenyl)-N-(3-((cyclopropylmethylamino)(2-hydroxyphenyl)methyl)phenyl)-3-(trifluoromethyl)-1H-pyrazole-5-carboxamide NCC=1C=C(C=CC1)N1N=C(C=C1C(=O)NC1=CC(=CC=C1)C(C1=C(C=CC=C1)O)NCC1CC1)C(F)(F)F